pyridin-1-ylphenylmethanol N1(CC=CC=C1)C(O)C1=CC=CC=C1